ClC1=CC=C(OC=2C(=CC(=NC2)C(=O)O)OC)C=C1 5-(4-chloro-phenoxy)-4-methoxy-pyridine-2-carboxylic acid